Cl.Cl.FC1=C(C=CC(=C1)C1NCCOC1)C=1N=C2SC3=C(N2C1)C=C(C(=C3)C(=O)NCCCN3CCC(CC3)F)OC (2-fluoro-4-(morpholin-3-yl)phenyl)-N-(3-(4-fluoropiperidin-1-yl)propyl)-6-methoxybenzo[d]imidazo[2,1-b]thiazole-7-carboxamide dihydrochloride